[Cl-].[Cl-].C[Si](=[Zr+2](C1(C(=CC=C1)C)C(C)(C)C)C1(C(=CC=C1)C)C(C)(C)C)C dimethylsilylenebis(methyl-tert-butylcyclopentadienyl)zirconium dichloride